4-(5-(4-aminopiperidin-1-yl)-8-(5-fluoro-3-methylbenzo[d]isoxazol-6-yl)imidazolo[1,2-c]pyrimidin-7-yl)-2-fluorobenzonitrile NC1CCN(CC1)C1=NC(=C(C=2N1C=CN2)C2=CC1=C(C(=NO1)C)C=C2F)C2=CC(=C(C#N)C=C2)F